6-Chloro-N-(2-(4-chloro-3-fluorophenyl)allyl)-3-iodopyridin-2-amine ClC1=CC=C(C(=N1)NCC(=C)C1=CC(=C(C=C1)Cl)F)I